2-[3-(2-chlorophenyl)-5-{1-[3-[(tert-butyldimethylsilyl)oxy]-3-methylcyclobutyl]-5-(trifluoromethyl)-1H-pyrazol-4-yl}-1,2-oxazol-4-yl]pyrimidine ClC1=C(C=CC=C1)C1=NOC(=C1C1=NC=CC=N1)C=1C=NN(C1C(F)(F)F)C1CC(C1)(C)O[Si](C)(C)C(C)(C)C